4-(4-(4,4,5,5-tetramethyl-1,3,2-dioxaborolan-2-yl)phenyl)-1H-pyrazole CC1(OB(OC1(C)C)C1=CC=C(C=C1)C=1C=NNC1)C